(R)-3-(3,5-dichloro-4-fluorophenyl)-1-(1-(7,8-difluoro-1-oxo-1,2-dihydroisoquinolin-4-yl)ethyl)-1-methylurea ClC=1C=C(C=C(C1F)Cl)NC(N(C)[C@H](C)C1=CNC(C2=C(C(=CC=C12)F)F)=O)=O